(2S)-2-{[(tert-butoxy)carbonyl]amino}-4-methylpentanoic acid C(C)(C)(C)OC(=O)N[C@H](C(=O)O)CC(C)C